(1R,3R)-3-((2-amino-7-bromoquinazolin-4-yl)amino)cyclopentanol NC1=NC2=CC(=CC=C2C(=N1)N[C@H]1C[C@@H](CC1)O)Br